3-(4'-hydroxyphenyl)-6-hydroxycoumarin OC1=CC=C(C=C1)C=1C(OC2=CC=C(C=C2C1)O)=O